CC1=CC=CC=2N1C(=C(N2)C(F)(F)F)C(=O)O 5-methyl-2-(trifluoromethyl)imidazo[1,2-a]pyridine-3-carboxylic acid